C1(CC1)S(=O)(=O)NC=1SC=C(N1)C(=O)N(C)OC 2-(Cyclopropanesulfonamido)-N-methoxy-N-methylthiazole-4-carboxamide